[Si](C)(C)(C(C)(C)C)OCC(CNC)O 1-{[tert-butyl(dimethyl)silyl]oxy}-3-(methylamino)propan-2-ol